CC(CN)N methylethane-1,2-diamine